BrC1=CC=C(C=C1)\C=C\[N+](=O)[O-] 1-bromo-4-[(E)-2-nitrovinyl]benzene